3-((S)-3-((R)-8-(3,4-dihydro-2H-pyrido[3,2-b][1,4]oxazin-7-ylsulfonyl)-1-oxa-8-azaspiro[4.5]decan-3-ylamino)-2-hydroxypropoxy)-N-methylbenzenesulfonamide O1C2=C(NCC1)N=CC(=C2)S(=O)(=O)N2CCC1(C[C@H](CO1)NC[C@@H](COC=1C=C(C=CC1)S(=O)(=O)NC)O)CC2